COC(=O)C1=CC=C(O1)CC1CCN(CC1)C(=O)OC(C)(C)C tert-Butyl 4-((5-(methoxycarbonyl)furan-2-yl)methyl)piperidine-1-carboxylate